C(C)(C)OC(CC)=O propanoic acid (2R)-isopropyl ester